BrC=1C=NC(=NC1)SC1=C(C(=NC=C1)N(C(OC(C)(C)C)=O)C(=O)OC(C)(C)C)Cl tert-butyl N-{4-[(5-bromopyrimidin-2-yl)sulfanyl]-3-chloropyridin-2-yl}-N-[(tert-butoxy)carbonyl]carbamate